ClC1=NC=C(C(=N1)SC)C1(CCC1)N 1-(2-Chloro-4-(methylthio)pyrimidin-5-yl)cyclobutane-1-amine